o-hydroxybenzohydroxamic acid OC1=C(C(=O)NO)C=CC=C1